CS(=O)(=O)N1CC(C1)(C(=O)O)NC1=NC(=NC=C1)C1=CN(C2=NC=CC=C21)S(=O)(=O)C2=CC=C(C)C=C2 1-(methylsulfonyl)-3-((2-(1-p-toluenesulfonyl-1H-pyrrolo[2,3-b]pyridin-3-yl)pyrimidin-4-yl)amino)azetidine-3-carboxylic acid